ClC=1C=C(C=CC1Cl)NC(=O)[C@H]1[C@H]2C[C@@H]([C@@H]([C@@H]1C1=CC(=NC=C1)C(F)(F)F)O2)O (1R,2R,3S,4R,5S)-N-(3,4-dichlorophenyl)-5-hydroxy-3-(2-(trifluoromethyl)pyridin-4-yl)-7-Oxabicyclo[2.2.1]Heptane-2-carboxamide